C(C)OC(=C)C1=CC=CC(=N1)C(=O)NC 6-(1-ethoxyvinyl)-N-methylpicolinamide